[C@H]12CN(C[C@H](CC1)N2)CC2=CC=CC=1N(C(N(C12)C)=O)C1C(NC(CC1)=O)=O 3-[4-[[(1R,5S)-3,8-diazabicyclo[3.2.1]octan-3-yl]methyl]-3-methyl-2-oxo-benzimidazol-1-yl]piperidine-2,6-dione